6-(6-Ethyl-2,6-diazaspiro[3.3]heptan-2-yl)-N-(5-fluoro-4-(3-isopropyl-2,6-dimethyl-3H-thieno[2,3-d]imidazol-5-yl)pyrimidin-2-yl)pyridazin-3-amine C(C)N1CC2(CN(C2)C2=CC=C(N=N2)NC2=NC=C(C(=N2)C2=C(C3=C(N(C(=N3)C)C(C)C)S2)C)F)C1